N-[2-(trifluoromethyl)pyridin-4-yl]pyridine-2-carboxamide FC(C1=NC=CC(=C1)NC(=O)C1=NC=CC=C1)(F)F